6-((5-((R)-3-(4-amino-3-(4-phenoxyphenyl)-1H-pyrazolo[3,4-d]pyrimidin-1-yl)piperidin-1-yl)-5-oxopentyl)thio)-2-(2,6-dioxopiperidin-3-yl)-4-fluoroisoindoline-1,3-dione NC1=C2C(=NC=N1)N(N=C2C2=CC=C(C=C2)OC2=CC=CC=C2)[C@H]2CN(CCC2)C(CCCCSC2=CC(=C1C(N(C(C1=C2)=O)C2C(NC(CC2)=O)=O)=O)F)=O